4-propyl-1,2-cyclohexanediamine C(CC)C1CC(C(CC1)N)N